S1C(=NC2=C1C=CC=C2)NC(=O)C=2C=CC=C1CCN(CC21)C2=CC=C(C(=N2)C(=O)OC(C)(C)C)C=2C(=C(OCCOC1CCN(CC1)CC(=O)O)C=CC2)C 2-[4-[2-[3-[6-[8-(1,3-benzothiazol-2-ylcarbamoyl)-3,4-dihydro-1H-isoquinolin-2-yl]-2-tert-butoxycarbonyl-3-pyridyl]-2-methyl-phenoxy]ethoxy]-1-piperidyl]acetic acid